diphenyl-(2,5,11-tris(4-(diphenylamino)phenyl)dithieno[2,3-a:3',2'-c]phenazin-8-yl)phosphine oxide C1(=CC=CC=C1)P(C1=C2N=C3C4=C(C5=C(C3=NC2=C(C=C1)C1=CC=C(C=C1)N(C1=CC=CC=C1)C1=CC=CC=C1)SC(=C5)C5=CC=C(C=C5)N(C5=CC=CC=C5)C5=CC=CC=C5)C=C(S4)C4=CC=C(C=C4)N(C4=CC=CC=C4)C4=CC=CC=C4)(C4=CC=CC=C4)=O